(3R)-1-(7-(5,6-dimethyl-1H-benzo[d][1,2,3]triazol-4-yl)-8-fluoro-2-((hexahydro-1H-pyrrolizin-7a-yl)methoxy)pyrido[4,3-d]pyrimidin-4-yl)-3-methylpiperidin-3-ol CC1=C(C2=C(NN=N2)C=C1C)C1=C(C=2N=C(N=C(C2C=N1)N1C[C@@](CCC1)(O)C)OCC12CCCN2CCC1)F